(2-fluoro-4-methoxy-phenyl)methanone FC1=C(C=CC(=C1)OC)C=O